C1(=CC=CC=C1)CC(=O)NC1C(NC(CC1)=O)=O 3-phenylacetylamino-2,6-piperidinedione